C[S@@](=O)CC1=C(C=CC(=C1)[N+](=O)[O-])C1(CC1)N |r| (±)-1-(2-((Methylsulfinyl)methyl)-4-nitrophenyl)cyclopropan-1-amine